ethyl 2-[[4,5-dimethyl-6-[(4-methyl-1,3-benzothiazol-2-yl)amino]pyridazin-3-yl]amino]thiazole-4-carboxylate CC1=C(N=NC(=C1C)NC=1SC2=C(N1)C(=CC=C2)C)NC=2SC=C(N2)C(=O)OCC